acetyl-9-L-lactyl-neuraminic acid C(C)(=O)C1C(C(O)=O)(O)O[C@H]([C@@H]([C@H]1O)N)[C@H](O)[C@H](O)C(O)C([C@@H](O)C)=O